The molecule is an amino tetrasaccharide consisting of alpha-D-mannosyl, D-mannosyl, 2-acetamido-beta-D-glucosyl and 2-acetamido-D-glucosyl residues joined in sequence by (1->6), (1->4), and (1->4) glycosidic bonds. It is an amino tetrasaccharide, a glucosamine oligosaccharide and a mannooligosaccharide derivative. CC(=O)N[C@@H]1[C@H]([C@@H]([C@H](O[C@H]1O[C@@H]2[C@H](OC([C@@H]([C@H]2O)NC(=O)C)O)CO)CO)OC3[C@H]([C@H]([C@@H]([C@H](O3)CO[C@@H]4[C@H]([C@H]([C@@H]([C@H](O4)CO)O)O)O)O)O)O)O